O[C@@H]1[C@H](O)[C@@H](O)[C@H](O)[C@H](O1)C(=O)O α-D-glucuronic acid